OC(=O)C(F)(F)F.ClC1=CC=C(C=C1)CCN 2-(4-chlorophenyl)ethylamine TFA salt